butylphenylphosphinate C(CCC)P([O-])(=O)C1=CC=CC=C1